tert-butyl (1-formyl-3-hydroxycyclobutyl)carbamate C(=O)C1(CC(C1)O)NC(OC(C)(C)C)=O